OCCCC(=O)O γ-hydroxybutanoic acid